Cl.FC1=CC=C(C=C1)C1CNC1 3-(4-fluorophenyl)-azetidine hydrochloride